C[N+](C)(C)CC(CC(=O)[O-])OC(=O)CCCC(=O)O The molecule is an O-acylcarnitine having glutaryl as the acyl substituent. It has a role as a metabolite. It derives from a glutaric acid.